N-(3-chloro-5-(ethylsulfonamido)phenyl)-4-(5-fluoro-3-methoxypyridin-2-yl)-5-methylthiophene-2-carboxamide ClC=1C=C(C=C(C1)NS(=O)(=O)CC)NC(=O)C=1SC(=C(C1)C1=NC=C(C=C1OC)F)C